4-(3'-(hydroxymethyl)-5'-(4-(4-(trifluoromethyl)phenyl)-1H-1,2,3-triazol-1-yl)-[1,1'-biphenyl]-4-yl)piperidine-1-carboxylic acid tert-butyl ester C(C)(C)(C)OC(=O)N1CCC(CC1)C1=CC=C(C=C1)C1=CC(=CC(=C1)N1N=NC(=C1)C1=CC=C(C=C1)C(F)(F)F)CO